1,3-Bis(nitrooxy)propan-2-yl 2-acetoxybenzoate C(C)(=O)OC1=C(C(=O)OC(CO[N+](=O)[O-])CO[N+](=O)[O-])C=CC=C1